CN1N=CC2=CC(=CC=C12)C(=O)NC=1C=CC=2N(C1)C=C(N2)[C@H]2N(CCOC2)C |r| rac-1-methyl-N-[2-(4-methylmorpholin-3-yl)imidazo[1,2-a]pyridin-6-yl]indazole-5-carboxamide